FC(C(=O)O)(F)F.NC[C@@H]1CN(CCC1)S(=O)(=O)NC(C1=C(C=C(C(=C1)Cl)OCC1CCCC1)F)=O (R)-N-((3-(aminomethyl)piperidin-1-yl)sulfonyl)-5-chloro-4-(cyclopentyl-methoxy)-2-fluorobenzamide 2,2,2-trifluoroacetate